1-(3-ethoxy-4-methoxyphenyl)-2-(methylsulfonyl)vinylamine, hydrochloride salt Cl.C(C)OC=1C=C(C=CC1OC)C(=CS(=O)(=O)C)N